2-mercapto-3,4-dimethyl-2,3-dihydrothiophene SC1SC=C(C1C)C